C(C(C)C=1OCCCN1)C=1OCCCN1 propylenebis(5,6-dihydro-4H-1,3-oxazine)